N1=C(C=CC=C1)C=1C=NC(=CC1)NCCN(C)C N1-([2,3'-bipyridin]-6'-yl)-N2,N2-dimethylethane-1,2-diamine